ClC=1C(=NC(=NC1NC1=NNC2=CC(=CC=C12)[C@@H]1C[C@@]12C(NC1=CC=C(C=C21)OC)=O)C(C)C)N2CCS(CC2)(=O)=O 4-[5-chloro-2-isopropyl-6-({6-[(1R,2S)-5'-methoxy-2'-oxo-1'H-spiro[cyclopropane-1,3'-indol]-2-yl]-1H-indazol-3-yl}amino)pyrimidin-4-yl]-1lambda6-thiomorpholine-1,1-dione